(1-((3,3-Difluoropyrrolidin-1-yl)methyl)cyclopropyl)methanol FC1(CN(CC1)CC1(CC1)CO)F